N-(2-(3-(5-isopropoxy-pyridin-2-yl)-1,2,4-oxadiazol-5-ylamino)pyridin-3-yl)-N-methylcyclopropanecarboxamide C(C)(C)OC=1C=CC(=NC1)C1=NOC(=N1)NC1=NC=CC=C1N(C(=O)C1CC1)C